(1S)-4,5-dimethoxy-1-(N,N-dimethylaminomethyl)-benzocyclobutane hydrochloride Cl.COC1=CC2=C([C@H](C2)CN(C)C)C=C1OC